FC(CC1=CC2=C(S1)C1(C[C@@H](N(CC1)CC#C)C)OCC2)F (2'S)-2-(2,2-difluoroethyl)-2'-methyl-1'-prop-2-ynyl-spiro[4,5-dihydrothieno[2,3-c]pyran-7,4'-piperidine]